diphenyl-di-tert-butoxysilane C1(=CC=CC=C1)[Si](OC(C)(C)C)(OC(C)(C)C)C1=CC=CC=C1